3-(6-(5,7-dichloro-2,3-dihydrobenzofuran-2-yl)pyridin-2-yl)-1,2,4-oxadiazol-5(4H)-one ClC=1C=C(C2=C(CC(O2)C2=CC=CC(=N2)C2=NOC(N2)=O)C1)Cl